ClC(C1=NC(=NO1)C=1C=CC(=NC1)CP(OCC)(=O)NCC(C)(C)C)(F)F ethyl P-((5-(5-(chlorodifluoromethyl)-1,2,4-oxadiazol-3-yl)pyridin-2-yl)methyl)-N-neopentylphosphonamidate